2-(((2-(piperazin-1-yl)ethyl)amino)methylene)-5-(p-tolyl)cyclohexane-1,3-dione N1(CCNCC1)CCNC=C1C(CC(CC1=O)C1=CC=C(C=C1)C)=O